(4-fluorobicyclo[2.2.1]heptan-1-yl)((2S,5S)-2-methyl-2,3-dihydro-2,5-methanobenzo[f][1,4]oxazepin-4(5H)-yl)methanone FC12CCC(CC1)(C2)C(=O)N2C[C@]1(OC3=C([C@@H]2C1)C=CC=C3)C